BrCC(C(=O)O)(C(C)C)CC 2-(bromomethyl)-2-ethyl-3-methylbutyric acid